ClCCN(C(=O)NC1C(NC(CC1)=O)=O)N=O 1-(2-chloroethyl)-3-(2,6-dioxo-3-piperidyl)-1-nitrosourea